1-Ethyl-5-(4,4,5,5-tetramethyl-1,3,2-dioxaborolan-2-yl)-1H-pyrazolo[3,4-b]pyridine C(C)N1N=CC=2C1=NC=C(C2)B2OC(C(O2)(C)C)(C)C